BrCC\C=C\CC (E)-1-bromo-3-hexene